((1S,4R,6R)-6-((3-fluoro-5-(trifluoromethyl)pyridin-2-yl)oxy)-2-azabicyclo[2.2.2]oct-2-yl)methanone FC=1C(=NC=C(C1)C(F)(F)F)O[C@@H]1C[C@@H]2CN([C@H]1CC2)C=O